N(CCO)(CCO)CCO.C(=CCCCCCCCCCC)C(C(=O)O)CC(=O)O dodecenyl-succinic acid monotriethanolamine salt